CC=1N=NC=CC1OC1=NC2=CC=CC=C2C=C1 2-((3-methylpyridazin-4-yl)oxy)quinolin